2-((2-(2,6-dioxopiperidin-3-yl)-1,3-dioxoisoindoline-4-yl)oxy)acetamide O=C1NC(CCC1N1C(C2=CC=CC(=C2C1=O)OCC(=O)N)=O)=O